4-(3-(5-(Difluoromethoxy)pyridin-3-yl)-1-isopropyl-1H-pyrazol-5-yl)cyclohexan-1-one FC(OC=1C=C(C=NC1)C1=NN(C(=C1)C1CCC(CC1)=O)C(C)C)F